3-(4-(3-((4-aminopiperidin-1-yl)methyl)azetidin-1-yl)phenyl)piperidine-2,6-dione NC1CCN(CC1)CC1CN(C1)C1=CC=C(C=C1)C1C(NC(CC1)=O)=O